N1(C=NC2=C1C=CC=C2)C2=CCC1C3CC=C4C[C@H](CC[C@@]4(C3CC[C@]21C)C)NC(=O)N2CC=NC=C2 N-((3S,10R,13S)-17-(1H-benzo[d]imidazol-1-yl)-10,13-dimethyl-2,3,4,7,8,9,10,11,12,13,14,15-dodecahydro-1H-cyclopenta[a]phenanthren-3-yl)pyrazine-4-carboxamide